BrC=1C=CC(=NC1)N1C[C@@H](N(CC1)C(=O)OC(C)(C)C)C (S)-tert-butyl 4-(5-bromopyridin-2-yl)-2-methylpiperazine-1-carboxylate